N-(1'-(6-((1s,3s)-3-fluorocyclobutoxy)-4-methylpyridin-2-yl)-1',2'-dihydrospiro[cyclopropane-1,3'-pyrrolo[3,2-c]pyridin]-6'-yl)acetamide FC1CC(C1)OC1=CC(=CC(=N1)N1CC2(C=3C=NC(=CC31)NC(C)=O)CC2)C